C(#N)C1=C(C=C(C(=C1)C1=NC(=NC(=N1)C1=CC=CC=C1)C1=CC=CC=C1)C1=CC=CC=C1)C1=CC=CC=C1 4'-cyano-6'-(4,6-diphenyl-1,3,5-triazin-2-yl)-[1,1':3',1''-terphenyl]